COC=1C=C(C=CC1OC(C)(C=C)C)CC 1-(3-methoxy-4-((2-methylbut-3-en-2-yl)oxy)phenyl)ethane